N-phenyl-N-(3-(4,4,5,5-tetramethyl-1,3,2-dioxaborolan-2-yl)phenyl)naphthalen-2-amine C1(=CC=CC=C1)N(C1=CC2=CC=CC=C2C=C1)C1=CC(=CC=C1)B1OC(C(O1)(C)C)(C)C